The molecule is the conjugate base of trans-4-hydroxycyclohexanecarboxylic acid; major species at pH 7.3. It derives from a cyclohexanecarboxylate. It is a conjugate base of a trans-4-hydroxycyclohexanecarboxylic acid. C1CC(CCC1C(=O)[O-])O